FC(C(=O)O)(F)F.ClC=1C=C(C(=C(C1)C1=C2C(=NC=C1)C=CO2)O[C@@H]2CNCCC2)C (S)-7-(5-chloro-3-methyl-2-(piperidin-3-yloxy)phenyl)furo[3,2-b]pyridine 2,2,2-trifluoroacetate